3,3'-[methylenebis(oxymethylene)]bis[heptane] C(OCC(CC)CCCC)OCC(CC)CCCC